IC=1C=NN2C1C(=C(C=C2)NC(OC(C)(C)C)=O)OC Tert-butyl (3-iodo-4-methoxypyrazolo[1,5-a]pyridin-5-yl)carbamate